(2R,4S)-9-{1-[(3R,5R)-5-carbamoylpyrrolidin-3-yl]azetidin-3-yl}oxy-5,5-dihydroxy-6-oxa-5-boranuidatricyclo[5.4.0.02,4]undeca-1(7),8,10-triene-8-carboxylate C(N)(=O)[C@H]1C[C@H](CN1)N1CC(C1)OC1=C(C=2O[B-]([C@H]3C[C@H]3C2C=C1)(O)O)C(=O)[O-]